CN([C@@H](CC(C)C)C(=O)O)C(C(F)(F)F)C1=CC(=C(C=C1)C1=C(C=CC(=C1)N1CCN(CC1)C)O)F Methyl-(2,2,2-trifluoro-1-(2-fluoro-2'-hydroxy-5'-(4-methylpiperazin-1-yl)-[1,1'-biphenyl]-4-yl)ethyl)-L-leucine